5-hydrazinyl-1,2,4-thiadiazole dihydrochloride Cl.Cl.N(N)C1=NC=NS1